1-(4-(2-benzothiazolyl)phenyl)-5-(4-trifluoromethoxyphenyl)-1,4-pentadien-3-one S1C(=NC2=C1C=CC=C2)C2=CC=C(C=C2)C=CC(C=CC2=CC=C(C=C2)OC(F)(F)F)=O